(2S,3R)-N-(3-aminopropyl)-1-(4,6-bis(trifluoromethyl)pyridin-2-yl)-N-(3-chloro-4-fluorophenyl)-3-hydroxypyrrolidine-2-carboxamide NCCCN(C(=O)[C@H]1N(CC[C@H]1O)C1=NC(=CC(=C1)C(F)(F)F)C(F)(F)F)C1=CC(=C(C=C1)F)Cl